7-isopropoxy-N-[6-(trifluoromethyl)-2-pyridyl]imidazo[1,2-a]pyridine-6-carboxamide C(C)(C)OC1=CC=2N(C=C1C(=O)NC1=NC(=CC=C1)C(F)(F)F)C=CN2